COS(=O)(=O)[O-].C(C(=C)C)(=O)OCC[N+](CC1=CC=CC=C1)(C)C [2-(methacryloxy)ethyl]dimethylbenzyl-ammonium methyl-sulfate